OB1OCC2=C1C(=C(C=C2)C(=O)N[C@@H](C(C)C)C(=O)OCC2=CC=C(C=C2)S(=O)(=O)CC)C 4-(Ethylsulfonyl)benzyl (1-hydroxy-7-methyl-1,3-dihydrobenzo[c][1,2]oxaborole-6-carbonyl)-L-valinate